C1(=CC=CC=C1)C1=CN=C(O1)C(=O)C1CCN(CC1)C(=O)[O-] 4-(5-Phenyl-oxazol-2-carbonyl)piperidine-1-carboxylate